F[B-](F)(F)F.C(CCC)[N+]1=CN(C=C1)C 3-butyl-1-methylimidazolium tetrafluoroborate